N-[2,4-difluoro-3-[([4-methyl-1H-pyrazolo[3,4-b]pyridin-5-yl]oxy)methyl]phenyl]-5-fluoro-2-methoxypyridine-3-sulfonamide FC1=C(C=CC(=C1COC=1C(=C2C(=NC1)NN=C2)C)F)NS(=O)(=O)C=2C(=NC=C(C2)F)OC